CO[Si](O[Si](C)(C)C)(OC)CC1=CC=C(C=C)C=C1 4-[dimethoxy(trimethylsiloxy)silyl]methyl-styrene